C(C)N1C2=NC(=NC(=C2N=C1)NCC=1C=NC(=CC1)C1=COC=C1)C=1C=NC=CC1 9-ethyl-N-((6-(furan-3-yl)pyridin-3-yl)methyl)-2-(pyridin-3-yl)-9H-purin-6-amine